C(C)(C)(C)NC(C(=O)C=1N(C=CC1C(=O)NC1=CC(=C(C=C1)F)C#N)C)=O (2-(tert-butylamino)-2-oxoacetyl)-N-(3-cyano-4-fluorophenyl)-1-methyl-1H-pyrrole-3-carboxamide